1-(5-chloropyridin-2-yl)-2,2-dihydroxyethan-1-one ClC=1C=CC(=NC1)C(C(O)O)=O